COC(C1=C(N=CC(=C1)Br)O)=O methyl-5-bromo-2-hydroxynicotinate